1-(4-methylbenzyl)-9H-pyrido[2,3-b]indole CC1=CC=C(CN2CC=CC3=C2NC2=CC=CC=C32)C=C1